C1(CC1)CN1C(=CC=2C1=C1CCN(CC1=CC2)C(C)C)C2=NC1=C(N2C)C(=CC(=C1)C=O)F (2-(1-(cyclopropylmethyl)-7-isopropyl-6,7,8,9-tetrahydro-1H-pyrrolo[2,3-f]isoquinolin-2-yl)-7-fluoro-1-methyl-1H-benzo[d]imidazol-5-yl)methanone